tert-Butyl N-[2-[(6-formyl-1,4-dimethyl-6,7-dihydro-5H-cyclopenta[c]pyridin-3-yl)oxy]ethyl]-N-(2-methoxyethyl)carbamate C(=O)C1CC2=C(C(=NC(=C2C)OCCN(C(OC(C)(C)C)=O)CCOC)C)C1